2-((7-Oxo-5,7-dihydro-6H-pyrrolo[3,4-b]pyridin-6-yl)methyl)benzofuran-7-carboxylic acid Methyl-2-((3-oxo-1,3-dihydro-2H-pyrrolo[3,4-c]pyridin-2-yl)methyl)benzofuran-7-carboxylate COC(=O)C1=CC=CC=2C=C(OC21)CN2C(C=1C=NC=CC1C2)=O.O=C2N(CC=1C2=NC=CC1)CC=1OC2=C(C1)C=CC=C2C(=O)O